4-(7-bromo-3,4-dihydro-2H-benzo[b][1,4]thiazine-4-carbonyl)-3-iodo-2-methoxybenzonitrile BrC=1C=CC2=C(SCCN2C(=O)C2=C(C(=C(C#N)C=C2)OC)I)C1